C(C)(C)(C)OC(=O)C1CN(C1)C=1C=C(C=2N(N1)C(=CN2)C(F)(F)F)N(CC(=O)O)CC2=CC=C(C=C2)OC N-(6-(3-(tert-butoxycarbonyl)azetidin-1-yl)-3-(trifluoromethyl)imidazo[1,2-b]pyridazin-8-yl)-N-(4-methoxybenzyl)glycine